N-(5-(2-(3,3-dimethylazetidin-1-yl)acetamido)-2-methylpyridin-3-yl)-2-(2-(trifluoromethoxy)pyridin-3-yl)pyrazolo[5,1-b]thiazole-7-carboxamide CC1(CN(C1)CC(=O)NC=1C=C(C(=NC1)C)NC(=O)C=1C=NN2C1SC(=C2)C=2C(=NC=CC2)OC(F)(F)F)C